CN1C=C(C=2C(N(C=C(C21)C)C)=O)C(=O)N2CCC(CC2)OC2=CC=NC=C2 1,5,7-trimethyl-3-((4-(pyridin-4-yloxy)piperidin-1-yl)carbonyl)-1,5-dihydro-4H-pyrrolo[3,2-c]pyridin-4-one